N2-(3-((dimethylamino)methyl)phenyl)-5,7-dimethyl-1,8-naphthyridine-2,4-diamine CN(C)CC=1C=C(C=CC1)NC1=NC2=NC(=CC(=C2C(=C1)N)C)C